DIETHYLETHANAMINE CCC(C)(CC)N